(R)-N-[(1E)-(3-bromophenyl)methylene]-2-methylpropane-2-sulfinamide BrC=1C=C(C=CC1)\C=N\[S@](=O)C(C)(C)C